3-[4-[7,7-difluoro-2-[(2R)-2-(trifluoromethyl)azetidin-1-yl]-5,6-dihydrocyclopenta[d]pyrimidin-4-yl]-2-methyl-phenyl]oxetan-3-amine FC1(CCC2=C1N=C(N=C2C2=CC(=C(C=C2)C2(COC2)N)C)N2[C@H](CC2)C(F)(F)F)F